4-((1R,5S)-3,8-diazabicyclo[3.2.1]octan-3-yl)-7-(8-ethyl-7-fluoronaphthalen-1-yl)-2-((2-fluorotetrahydro-1H-pyrrolizin-7a(5H)-yl)methoxy)-5,6,7,8-tetrahydropyrido[3,4-d]pyrimidine [C@H]12CN(C[C@H](CC1)N2)C=2C1=C(N=C(N2)OCC23CCCN3CC(C2)F)CN(CC1)C1=CC=CC2=CC=C(C(=C12)CC)F